FC1=C(C=C(C(=C1)F)O)C1=C(C(=NC2=CC(=CC=C12)C1=CC=NN1C)N1CC2(CN(C2)C(C=C)=O)CC1)C 1-(6-(4-(2,4-difluoro-5-hydroxyphenyl)-3-methyl-7-(1-methyl-1H-pyrazol-5-yl)-2-quinolinyl)-2,6-diazaspiro[3.4]octan-2-yl)-2-propen-1-one